4,7-dimethyl-3,4-dihydro-2,7-naphthyridine-1,6(2h,7h)-dione CC1CNC(C2=CN(C(C=C12)=O)C)=O